CC1(OC2=C(C1)C=C(C(=C2)N2CCN(CC2)CC2=CN=CN2C)NC(=O)C=2C=NN1C2N=CC=C1)C N-(2,2-dimethyl-6-(4-((1-methyl-1H-imidazol-5-yl)methyl)piperazin-1-yl)-2,3-dihydrobenzo-furan-5-yl)pyrazolo[1,5-a]pyrimidine-3-carboxamide